C(#N)C1=C(C=C(C=C1)F)[C@@H]([C@H](C)C=1N(C(C(=C(N1)C(=O)NC=1C=NOC1)O)=O)C)C=1C=NN(C1C)CCOC 2-((1R,2S)-1-(2-cyano-5-fluorophenyl)-1-(1-(2-methoxyethyl)-5-methyl-1H-pyrazol-4-yl)propan-2-yl)-5-hydroxy-N-(isoxazol-4-yl)-1-methyl-6-oxo-1,6-dihydropyrimidine-4-carboxamide